ClC1=CC=C2C(CC3(C[C@@H](N(CC3)C(=O)OC(C)(C)C)C)C2=C1)=O tert-butyl (2'S)-6-chloro-2'-methyl-3-oxo-spiro[indane-1,4'-piperidine]-1'-carboxylate